COC1=CC=C(C=C1)C(OC[C@]12O[C@H]([C@H](N(C1)S(=O)(=O)C)[C@@H]2O)N2C(N=C(C(=C2)C)NC(C2=CC=CC=C2)=O)=O)(C2=CC=CC=C2)C2=CC=C(C=C2)OC N-[1-[(1R,3R,4R,7S)-1-[[bis(4-methoxyphenyl)-phenylmethoxy]methyl]-7-hydroxy-5-methylsulfonyl-2-oxa-5-azabicyclo[2.2.1]heptan-3-yl]-5-methyl-2-oxo-pyrimidin-4-yl]benzamide